lead-zinc-cadmium sulfide [S-2].[Cd+2].[Zn+2].[Pb+2].[S-2].[S-2]